ClC1=C(C=CC(=C1C1=CC2=C(N=C(N=C2)S(=O)(=O)C)N(C1=O)C)Cl)N1C(C2=CC=CC=C2C1=O)=O 2-[2,4-dichloro-3-(8-methyl-2-methylsulfonyl-7-oxo-pyrido[2,3-d]pyrimidin-6-yl)phenyl]isoindoline-1,3-dion